3,3,7,7-tetrafluoro-4-hydroxy-1-azaspiro[4.4]nonan-2-one FC1(C(NC2(C1O)CC(CC2)(F)F)=O)F